C(C)(C)(C)OC(=O)N1CC(C2(CC1)COC1=C2C=CC(=C1CO)C(=O)O)C 1'-(tert-butoxycarbonyl)-7-(hydroxymethyl)-3'-methyl-2H-spiro[benzofuran-3,4'-piperidine]-6-carboxylic acid